C1(CC1)C1=NC=NC=C1C1=C(OC2=C(N=CN=N2)N2CC3(C2)CCN(CC3)C(=O)[C@H]3NC[C@H]2[C@@H]3CCC2)C=CC(=C1)F (2-(6-(2-(4-cyclopropylpyrimidin-5-yl)-4-fluorophenoxy)-1,2,4-triazin-5-yl)-2,7-diazaspiro[3.5]nonan-7-yl)((1S,3aR,6aS)-octahydrocyclopenta[c]pyrrol-1-yl)methanone